ClC=1C(=CC(=C(C(=O)NS(=O)(=O)N2C(CCC3=CC=CC=C23)C)C1)F)OCC1CCCC1 5-chloro-4-(cyclopentylmethoxy)-2-fluoro-N-[(2-methyl-3,4-dihydro-2H-quinolin-1-yl)sulfonyl]benzamide